(R)-2-(1-(4-(5-(3-amino-5-fluoro-3H-spiro[benzofuran-2,4'-piperidine]-1'-yl)pyrazin-2-ylsulfanyl)-3-chloropyridin-2-yl)azetidin-3-yl)propan-2-ol 3,3'-dithiobis(1-propanesulfonate) C(CCSSCCCS(=O)(=O)O)S(=O)(=O)O.N[C@@H]1C2=C(OC13CCN(CC3)C=3N=CC(=NC3)SC3=C(C(=NC=C3)N3CC(C3)C(C)(C)O)Cl)C=CC(=C2)F